α,β-methyleneadenosine 5'-triphosphate lithium salt [Li+].C1=NC(=C2C(=N1)N(C=N2)[C@H]3[C@@H]([C@@H]([C@H](O3)COP(=O)(CP(=O)(O)OP(=O)(O)[O-])O)O)O)N